tert-butyl ((3R,5R)-1-(6-(3-fluoro-4-methoxyphenyl)-4-(hydroxymethyl)pyridin-3-yl)-5-(fluoromethyl)piperidin-3-yl)carbamate FC=1C=C(C=CC1OC)C1=CC(=C(C=N1)N1C[C@@H](C[C@H](C1)CF)NC(OC(C)(C)C)=O)CO